2-[1-cyclobutyl-5-fluoro-6-(2H-1,2,3,4-tetrazol-5-yl)-1H-1,3-benzodiazol-2-yl]-5-hydroxy-1-methyl-N-(1,2-oxazol-4-yl)-6-oxo-1,6-dihydropyrimidine-4-carboxamide C1(CCC1)N1C(=NC2=C1C=C(C(=C2)F)C=2N=NNN2)C=2N(C(C(=C(N2)C(=O)NC=2C=NOC2)O)=O)C